BrC=1C=2C(N=C3N(C2C=CC1)C1=CC(=CC=C1C3(C)C)C3CCN(CC3)C3CCN(CC3)C(=O)C3CCN(CC3)C3=CC(=C(C(=C3)F)C3C(NC(CC3)=O)=O)F)=O 3-(4-(4-(4-(4-bromo-7,7-dimethyl-5-oxo-5,7-dihydroindolo[1,2-a]quinazolin-10-yl)-[1,4'-bipiperidine]-1'-carbonyl)piperidin-1-yl)-2,6-difluorophenyl)piperidine-2,6-dione